6-((S)-2-((3ar,5r,6as)-5-(2,5-difluorophenoxy)-3a-hydroxycyclopenta[c]pyrrol-2(1H)-yl)-1-hydroxyethyl)-3,4-dihydroquinolin-2(1H)-one FC1=C(OC2=C[C@]3(C(CN(C3)C[C@@H](O)C=3C=C4CCC(NC4=CC3)=O)=C2)O)C=C(C=C1)F